Methyl N-(2-(4-((tert-butoxycarbonyl)amino)phenyl)thiazole-4-carbonyl)-O-(tert-butyldimethylsilyl)-L-seryl-L-serinate C(C)(C)(C)OC(=O)NC1=CC=C(C=C1)C=1SC=C(N1)C(=O)N[C@@H](CO[Si](C)(C)C(C)(C)C)C(=O)N[C@@H](CO)C(=O)OC